7-(8-chloronaphthalen-1-yl)-N-methyl-2-(((S)-1-methylpyrrolidin-2-yl)methoxy)-N-(pyrrolidin-3-ylmethyl)-5,6,7,8-tetrahydropyrido[3,4-d]pyrimidin-4-amine ClC=1C=CC=C2C=CC=C(C12)N1CC=2N=C(N=C(C2CC1)N(CC1CNCC1)C)OC[C@H]1N(CCC1)C